C(C)(C)(C)[Si](OC=1C=CC(=NC1)NC1=NC=2N(C(=C1C1=CC=C(C=C1)OC)OC)N=C(C2C2=CC=CC=C2)C2=CC=CC=C2)(C)C N-(5-(tert-butyldimethyl-silyloxy)pyridin-2-yl)-7-methoxy-6-(4-methoxyphenyl)-2,3-diphenylpyrazolo[1,5-a]pyrimidin-5-amine